CC1=CC=C(C=C1)C 2,5-Dimethylbenzene